4-chloro-2-(3,3-difluorocyclobutoxy)-5-(isothiazol-5-yl)aniline methyl-4-bromo-6-chloro-3-acetamidopyridine-2-carboxylate COC(=O)C1=NC(=CC(=C1NC(C)=O)Br)Cl.ClC1=CC(=C(N)C=C1C1=CC=NS1)OC1CC(C1)(F)F